3-ethyl-2-(2-methoxypyridin-4-yl)-5-(piperidin-4-yl)-1H-indole C(C)C1=C(NC2=CC=C(C=C12)C1CCNCC1)C1=CC(=NC=C1)OC